F\C(=C(/I)\F)\C1=CC=C(OC2OCCCC2)C=C1 2-[4-[(Z)-1,2-difluoro-2-iodo-vinyl]phenoxy]tetrahydropyran